2-(2-(6-methoxypyridin-2-yl)ethyl)isoindoline-1,3-dione COC1=CC=CC(=N1)CCN1C(C2=CC=CC=C2C1=O)=O